8-((2s,5r)-4-(2-chloro-4-(trifluoromethoxy)benzyl)-2,5-dimethylpiperazin-1-yl)-5-methyl-6-oxo-5,6-dihydro-1,5-naphthyridine-2-carbonitrile ClC1=C(CN2C[C@@H](N(C[C@H]2C)C2=CC(N(C=3C=CC(=NC23)C#N)C)=O)C)C=CC(=C1)OC(F)(F)F